(S)-N-(2-fluoro-5-((2-(3-methylpyrrolidin-1-yl)ethyl)carbamoyl)phenyl)-2-(1-methyl-1H-pyrazol-4-yl)-1H-pyrrolo[2,3-b]pyridine-5-carboxamide FC1=C(C=C(C=C1)C(NCCN1C[C@H](CC1)C)=O)NC(=O)C=1C=C2C(=NC1)NC(=C2)C=2C=NN(C2)C